4-(2-Amino-2-methylpropanoyl)-N-(1-{4-[(3-aminoazepan-1-yl)methyl]phenyl}-2-oxo-1,2-dihydropyrimidin-4-yl)piperazine-1-carboxamide hydrochloride salt Cl.NC(C(=O)N1CCN(CC1)C(=O)NC1=NC(N(C=C1)C1=CC=C(C=C1)CN1CC(CCCC1)N)=O)(C)C